F[C@@H]1CN(C[C@@H]1F)C=1C=C(C=NC1)[C@@](O)(C1=CC=C(C=C1)C1(CC1)C(F)(F)F)C1(CN(C1)C)C (R)-[5-((3r,4s)-3,4-difluoro-pyrrolidin-1-yl)-pyridin-3-yl]-(1,3-dimethyl-azetidin-3-yl)-[4-(1-trifluoromethyl-cyclopropyl)-phenyl]-methanol